C1(CC=CCC1)O 3-cyclohexen-ol